[Si](C)(C)(C(C)(C)C)OC1(CC(C1)NC(O)=O)CC.CC1=C(C=CC=C1)P(C1=C(C=CC=C1)C)C1=C(C=CC=C1)C tri-(2-methyl-phenyl)phosphine ((1r,3s)-3-((tert-butyldimethylsilyl)oxy)-3-ethylcyclobutyl)carbamate